(S)-3-(5-(4-([1,4'-bipiperidin]-4-yl)piperazin-1-yl)-1-oxoisoindolin-2-yl)piperidine-2,6-dione N1(CCC(CC1)N1CCN(CC1)C=1C=C2CN(C(C2=CC1)=O)[C@@H]1C(NC(CC1)=O)=O)C1CCNCC1